methyl 5-hydroxy-7-methoxy-2-oxo-2,3-dihydro-1H-benzo[b]azepine-4-carboxylate OC=1C2=C(NC(CC1C(=O)OC)=O)C=CC(=C2)OC